benzenedisulfonate C=1(C(=CC=CC1)S(=O)(=O)[O-])S(=O)(=O)[O-]